(2-bromoethyl)-5-(2-(methylthio)-6-(trifluoromethyl)pyrimidin-4-yl)pyridin-2(1H)-one BrCCN1C(C=CC(=C1)C1=NC(=NC(=C1)C(F)(F)F)SC)=O